N1C=NC2=C1C=CC(=C2)C#CC2=NN(C1=NC=NC(=C12)N)[C@H]1C[C@@H](N(C1)C(=O)OC(C)(C)C)COC (2R,4S)-tert-butyl 4-(3-((1H-benzo[d]imidazol-5-yl)ethynyl)-4-amino-1H-pyrazolo[3,4-d]pyrimidin-1-yl)-2-(methoxymethyl)pyrrolidine-1-carboxylate